OC(CNC1=NS(C2=C(OC13CC3)N=CC=C2)(=O)=O)C (2-Hydroxypropyl)amino-1',1'-dioxidospiro[cyclopropane-1,4'-pyrido[2,3-b][1,4,5]oxathiazepin]